L-CITRULLIN N[C@@H](CCCNC(=O)N)C(=O)O